COC(C1CCN(CC1)C1=CC=C(C=C1)[C@@H]1C2=CC=C(C=C2CC[C@@]12CCCC1=CC=CC=C21)O)OC (1S,1'S)-1'-(4-(4-(dimethoxymethyl)piperidin-1-yl)phenyl)-3,3',4,4'-tetrahydro-1'H,2H-1,2'-spirobi[naphthalen]-6'-ol